tert-butyl ((3R,5R)-5-fluoro-1-methylpiperidin-3-yl)carbamate F[C@@H]1C[C@H](CN(C1)C)NC(OC(C)(C)C)=O